FC=1C(=NC(=C(C1)F)N[C@H]1CNCC[C@@H]1F)C1=CN=C2N1N=C(C(=C2)OC)N2C(CCC2)=O (3-(3,5-difluoro-6-(((3S,4S)-4-fluoropiperidin-3-yl)amino)pyridin-2-yl)-7-methoxyimidazo[1,2-b]pyridazin-6-yl)pyrrolidin-2-one